FC1=C2C(C=C(NC2=CC(=C1C#CC1=C(C=NC=C1)C)F)C=1C=C(C#N)C=CC1S(=O)(=O)C)=O 3-(5,7-Difluoro-6-((3-methylpyridin-4-yl)ethynyl)-4-oxo-1,4-dihydroquinolin-2-yl)-4-(methylsulfonyl)benzonitrile